C[C@@H]1CN(C2=C(C=CC=C12)C)S(=O)(=O)C=1C=NC(=CC1C)N1C=NC(=C1)C (3S)-3,7-dimethyl-1-[[4-methyl-6-(4-methylimidazol-1-yl)-3-pyridinyl]sulfonyl]indoline